The molecule is a sixteen membered polypeptide consisting of Ala, Leu, Trp, Lys, Asn, Met, Leu, Lys, Gly, Ile, Gly, Lys, Leu, Ala, Gly and Lys-NH2 residues joined in sequence. A fragment of the amphibian skin peptide dermaseptin s3 It is a polypeptide and a peptidyl amide. CC[C@H](C)[C@@H](C(=O)NCC(=O)N[C@@H](CCCCN)C(=O)N[C@@H](CC(C)C)C(=O)N[C@@H](C)C(=O)NCC(=O)N[C@@H](CCCCN)C(=O)N)NC(=O)CNC(=O)[C@H](CCCCN)NC(=O)[C@H](CC(C)C)NC(=O)[C@H](CCSC)NC(=O)[C@H](CC(=O)N)NC(=O)[C@H](CCCCN)NC(=O)[C@H](CC1=CNC2=CC=CC=C21)NC(=O)[C@H](CC(C)C)NC(=O)[C@H](C)N